BrCC(=O)NC=1N=NC(=C(C1)C(F)(F)F)C1=C(C=C(C=C1)C#C)OCOCC 2-bromo-N-(6-(2-(ethoxymethoxy)-4-ethynylphenyl)-5-trifluoromethylpyridazin-3-yl)acetamide